2,5-dimethoxy-4-n-propoxyphenethylamine COC1=C(CCN)C=C(C(=C1)OCCC)OC